FCCOC(C(F)(F)F)=O trifluoroacetic acid-2-fluoroethyl ester